FC1=C(C=C(C=C1)O)CNC(OC(C)(C)C)=O tert-butyl N-[(2-fluoro-5-hydroxy-phenyl)methyl]carbamate